7-(6-amino-3-cyclopropyl-4-methylpyridin-2-yl)-N-(azetidin-3-ylmethyl)-8-fluoro-2-(((2R,7aS)-2-fluorohexahydro-1H-pyrrolizin-7a-yl)methoxy)-N-methylpyrido[4,3-d]pyrimidin-4-amine NC1=CC(=C(C(=N1)C1=C(C=2N=C(N=C(C2C=N1)N(C)CC1CNC1)OC[C@]12CCCN2C[C@@H](C1)F)F)C1CC1)C